C1(CC1)C1=CN(C=2N=CN=C(C21)N2C[C@H](N(CC2)C(=O)OC(C)(C)C)C(F)(F)F)C2=CC(=CC(=C2)F)F tert-Butyl (S)-4-(5-cyclopropyl-7-(3,5-difluorophenyl)-7H-pyrrolo[2,3-d]pyrimidin-4-yl)-2-(trifluoromethyl)piperazine-1-carboxylate